4-methyl-2-(1-methylethyl)phenol CC1=CC(=C(C=C1)O)C(C)C